CN1C2CC(CC1CC2)NC2COC1(CN(C1)C1(C(NC(NC1=O)=O)=O)C1=CC=C(C=C1)OC1=CC=C(C=C1)OC(F)(F)F)C2 rac-5-[7-[[(3-exo)-8-methyl-8-azabicyclo[3.2.1]octan-3-yl]amino]-5-oxa-2-azaspiro[3.4]octan-2-yl]-5-[4-[4-(trifluoromethoxy)phenoxy]phenyl]hexahydropyrimidine-2,4,6-trione